C(CCCCCCCCCCCCCCC)(=O)N1[C@@H](CCC1)C(=O)NCC(=O)N[C@@H](CC1=CC=C(C=C1)O)C(=O)O.[Na] sodium palmitoyl-L-prolyl-L-glycyl-L-tyrosine